C[C@H]1N(CCOC2=C1C=CC=C2)C(=O)NC2=CC(=C(C=C2)C)C=2OC=C(N2)C (R)-5-methyl-N-(4-methyl-3-(4-methyloxazol-2-yl)phenyl)-2,3-dihydrobenzo[f][1,4]oxazepine-4(5H)-carboxamide